ClC1=C(C=CC(=C1)OC1=NC=NC2=CC(=C3C(=C12)OCCO3)OC)NC(=O)NC3=CC=CC=C3 1-(2-chloro-4-((5-methoxy-2,3-dihydro-[1,4]dioxino[2,3-f]quinazolin-10-yl)oxy)phenyl)-3-phenylurea